3-methoxy-5-(trifluoromethyl)pyridin-2-amine COC=1C(=NC=C(C1)C(F)(F)F)N